2-(2-((5-(6-Methoxy-4-(trifluoromethyl)pyridin-3-yl)-2-methylphenyl)(propyl)amino)thiazol-4-yl)pyrimidine-4,6-diamine COC1=CC(=C(C=N1)C=1C=CC(=C(C1)N(C=1SC=C(N1)C1=NC(=CC(=N1)N)N)CCC)C)C(F)(F)F